COC=1C=CC=2C3=C(C=NC2N1)COC(N3C3=CC=C1CCN(CC1=C3)S(=O)(=O)NC(OC(C)(C)C)=O)=O Tert-butyl ((7-(8-methoxy-2-oxo-2H-[1,3]oxazino[5,4-c][1,8]naphthyridin-1(4H)-yl)-3,4-dihydroisoquinolin-2(1H)-yl)sulfonyl)carbamate